2-(Methylthio)-4-(spiro[2.4]heptan-4-ylamino)pyrimidine-5-carbaldehyde CSC1=NC=C(C(=N1)NC1C2(CC2)CCC1)C=O